ClC1=C2C3=C(N(C2=CC=C1Cl)C(=O)OC(C)(C)C)C(CCCC3)=O tert-Butyl 1,2-dichloro-6-oxo-7,8,9,10-tetrahydrocyclohepta[b]indole-5(6H)-carboxylate